ClC1=CN=C2C(=NC(=NN21)C2=C(C=CC=C2F)F)NC2CCC(CC2)N2CCN(CC2)C 7-chloro-2-(2,6-difluorophenyl)-N-((1r,4r)-4-(4-methylpiperazin-1-yl)cyclohexyl)imidazo[2,1-f][1,2,4]triazin-4-amine